FC(C1=CC=C(C=C1)P(C1=CC=C(C=C1)C(F)(F)F)C1=CC=C(C=C1)C(F)(F)F)(F)F tris(4-trifluoromethylphenyl)phosphine